BrC1=CC(=C(C=C1)[SH2](=O)C=N)F (4-bromo-2-fluorophenyl)(imino)methyl-lambda6-sulfanone